P(=O)(O)(O)O.FC=1C=C(C=CC1C=1C=NC(=CC1)C=1N=NN(N1)CC)N1C(O[C@H](C1)C(C)O)=O (R)-3-(3-fluoro-4-(6-(2-ethyl-2H-tetrazol-5-yl)pyridin-3-yl)phenyl)-5-(1-hydroxyethyl)oxazolidin-2-one phosphate